ClC1=CC(=NC2=CC=C(C=C12)F)N(CC1=CC=C(C=C1)OC)CC1=CC=C(C=C1)OC 4-chloro-6-fluoro-N,N-bis(4-methoxybenzyl)quinolin-2-amine